ClC1=C(OCC(=O)O)C=CC(=C1)C(NC1=C(SC=C1)C(NCCC1=C(C=CC=C1)OC)=O)=O 2-(2-chloro-4-((2-((2-methoxyphenethyl)carbamoyl)thiophen-3-yl)carbamoyl)phenoxy)acetic acid